2-Amino-4-fluoro-5-(trifluoromethyl)benzoic acid methyl ester COC(C1=C(C=C(C(=C1)C(F)(F)F)F)N)=O